fluorothymidine-5'-triphosphate P(O)(=O)(OP(=O)(O)OP(=O)(O)O)OC[C@@H]1[C@H](C[C@@](O1)(N1C(=O)NC(=O)C(C)=C1)F)O